cyanomethyl (S)-2-((tert-butoxycarbonyl)amino)-3-(4-carbamoyl-[2,4'-bithiazol]-2'-yl)propanoate C(C)(C)(C)OC(=O)N[C@H](C(=O)OCC#N)CC=1SC=C(N1)C=1SC=C(N1)C(N)=O